N(=[N+]=[N-])CC1(COC1)C=1SC2=C(N1)C=C(C=C2)Cl 2-(3-(Azidomethyl)oxetan-3-yl)-5-chlorobenzo[d]thiazole